(2S)-methyl 2-hydroxy-2-methylbutyrate O[C@](C(=O)OC)(CC)C